[3-(2-propyl) methyleneaminopropyl] benzoate C(C1=CC=CC=C1)(=O)OCCCN=CC(C)C